Br[C+2]F.[NH4+] ammonium bromofluorocarbon